Allyl ((S)-1-((2S,4R)-4-hydroxy-2-((4-(4-methylthiazol-5-yl)benzyl)carbamoyl)pyrrolidin-1-yl)-3,3-dimethyl-1-oxobutan-2-yl)carbamate O[C@@H]1C[C@H](N(C1)C([C@H](C(C)(C)C)NC(OCC=C)=O)=O)C(NCC1=CC=C(C=C1)C1=C(N=CS1)C)=O